3-bis(diisopropylamino)phosphinoyloxypropionitrile C(C)(C)N(C(C)C)P(=O)(OCCC#N)N(C(C)C)C(C)C